6-(imidazo[1,2-a]pyridine-3-carbonyl)-N-(4-((1-meth-ylpyrrolidin-3-yl)oxy)-3-(trifluoromethyl)phenyl)-4,5,6,7-tetrahydrothieno-[2,3-c]pyridine-3-carboxamide N=1C=C(N2C1C=CC=C2)C(=O)N2CC1=C(CC2)C(=CS1)C(=O)NC1=CC(=C(C=C1)OC1CN(CC1)C)C(F)(F)F